C1(CCCC1)C1=CC(=NN1)N1CC2=CC(=CC=C2C=N1)OC N-(5-cyclopentyl-1H-pyrazol-3-yl)-7-methoxyphthalazin